3-(2,6-Difluoropyridin-4-yl)-7-ethoxy-6-(4-fluoro-1-methylpiperidin-4-yl)imidazo[1,2-a]pyridine hydrogen chloride Cl.FC1=NC(=CC(=C1)C1=CN=C2N1C=C(C(=C2)OCC)C2(CCN(CC2)C)F)F